COCOC1=C(C=C(C=C1)C)C1=C(C2=C(S1)C(CCC2(C)C)(C)C)C 2-(2-(methoxymethoxy)-5-methylphenyl)-3,4,4,7,7-pentamethyl-4,5,6,7-tetrahydrobenzo[b]thiophene